ClC=1C=CC(=NC1)N1CC2(CC1=O)CCNCC2 2-(5-chloropyridin-2-yl)-2,8-diazaspiro[4.5]decan-3-one